C1(CC1)C=1C=C(C(=O)O)C=C(C1)SC1CC1 3-cyclopropyl-5-(cyclopropylsulfanyl)benzoic acid